N-[8-amino-6-(4-methyl-3-pyridyl)-2,7-naphthyridin-3-yl]amine NC=1N=C(C=C2C=C(N=CC12)N)C=1C=NC=CC1C